ClC1=CC(=NC=C1C(=O)NC1=C(C=C(C(=C1)N1N=NC(=C1)C(=O)N1CCN(CC1)C)F)N1C[C@@H](N([C@@H](C1)C)C)C)Cl 4,6-dichloro-N-(4-fluoro-5-(4-(4-methylpiperazine-1-carbonyl)-1H-1,2,3-triazol-1-yl)-2-((3S,5R)-3,4,5-trimethylpiperazin-1-yl)phenyl)nicotinamide